(Z)-hexadec-7-en-1-yl acetate C(C)(=O)OCCCCCC\C=C/CCCCCCCC